3-Methylaminopropylmagnesium chlorid CNCCC[Mg]Cl